N-(3-bromo-2-fluorophenyl)-N-(2,2-difluoroethyl)-6-fluoro-2-hydrazinylquinazolin-4-amine BrC=1C(=C(C=CC1)N(C1=NC(=NC2=CC=C(C=C12)F)NN)CC(F)F)F